1-(4-fluoro-2-methylphenyl)-3-(6-methyl-2-oxo-1,2,3,4-tetrahydro-pyrimidin-5-yl)-7-(trifluoromethyl)-2,3-dihydroquinazolin-4(1H)-one FC1=CC(=C(C=C1)N1CN(C(C2=CC=C(C=C12)C(F)(F)F)=O)C=1CNC(NC1C)=O)C